tert-butyl {3-[4-(3-{[tert-butyl(dimethyl)silyl]oxy}propyl)-1H-pyrazol-1-yl]bicyclo[1.1.1]pentan-1-yl}carbamate [Si](C)(C)(C(C)(C)C)OCCCC=1C=NN(C1)C12CC(C1)(C2)NC(OC(C)(C)C)=O